COC(=O)C1=CC(=C(O1)CO)C methyl-2-hydroxymethyl-5-furoic acid methyl ester